N,N-dimethyl-2-chloro-6-nitrostyrenamine CN(C=CC1=C(C=CC=C1[N+](=O)[O-])Cl)C